CC=1C=C(C(=O)C2=CC=C(C=C2)C(C)C)C=C(C1)C 3,5-dimethyl-4'-isopropylbenzophenone